CC=1N=CN(C1)C12CC(C1)(C2)N 3-(4-methylimidazol-1-yl)bicyclo[1.1.1]Pentan-1-amine